N'-(2-glycidyloxypropyl)-5,5-dimethylhydantoin C(C1CO1)OC(CN1C(NC(C1=O)(C)C)=O)C